2-((1R,3R,5S)-3-((5-cyclopropyl-3-(2,6-dichlorophenyl)isoxazol-4-yl)methoxy)-8-azabicyclo[3.2.1]oct-8-yl)-6,7-dihydrobenzofuro[7,6-d]thiazole-5-carboxylic acid C1(CC1)C1=C(C(=NO1)C1=C(C=CC=C1Cl)Cl)COC1C[C@H]2CC[C@@H](C1)N2C=2SC1=C(N2)C2=C(CCO2)C(=C1)C(=O)O